FC(C1=NOC(=N1)N1CCC(CC1)[C@H](C)OC=1SC2=NC(=CC=C2N1)C=1C=NC(=CC1)S(=O)(=O)C)(F)F 2-((S)-1-(1-(3-(trifluoromethyl)-1,2,4-oxadiazol-5-yl)piperidin-4-yl)ethoxy)-5-(6-(methylsulfonyl)pyridin-3-yl)thiazolo[5,4-b]pyridine